8-(diisopropylsilyl)quinoline C(C)(C)[SiH](C=1C=CC=C2C=CC=NC12)C(C)C